(2-(3,4-dimethoxyphenyl)-4-oxo-4H-pyrido[1,2-a]pyrimidin-7-yloxy)piperidine-1-carboxylic acid tert-butyl ester C(C)(C)(C)OC(=O)N1C(CCCC1)OC=1C=CC=2N(C(C=C(N2)C2=CC(=C(C=C2)OC)OC)=O)C1